neodymium oleylphosphonate (oleylphosphonate) C(CCCCCCC\C=C/CCCCCCCC)P([O-])([O-])=O.C(CCCCCCC\C=C/CCCCCCCC)P([O-])(O)=O.[Nd+3]